N-Ethyl-4-(2-(4-fluoro-2,6-dimethylphenoxy)-5-(2-hydroxypropan-2-yl)phenyl)-2-methyl-1-oxo-1,2-dihydropyrrolo[1,2-a]pyrazine-7-carboxamide C(C)NC(=O)C=1C=C2N(C(=CN(C2=O)C)C2=C(C=CC(=C2)C(C)(C)O)OC2=C(C=C(C=C2C)F)C)C1